(R)-2-(((benzyloxy)carbonyl)amino)-4-guanidinobutyric acid C(C1=CC=CC=C1)OC(=O)N[C@@H](C(=O)O)CCNC(=N)N